CC1=C(C=2N(C(C=CC2N1)=O)C)C1=NC(=NC(=C1)OC1=CC=C(C=C1)C(F)(F)F)C 2,4-dimethyl-3-{2-methyl-6-[4-(trifluoromethyl)phenoxy]pyrimidin-4-yl}-1H,4H,5H-pyrrolo[3,2-b]pyridin-5-one